7-(diethylamino)-4-(1-hydroxy-3-methylbut-2-en-1-yl)-2H-chromen C(C)N(C1=CC=C2C(=CCOC2=C1)C(C=C(C)C)O)CC